C(C)OC12CC=C(C=C1OCC)O2 1,6-diethoxy-1,4-phenylene ether